C(=O)(O)CCCCCN(C=1C=C2OC3=C(C(CC(C3=CC2=CC1)(C)C)=O)S(=O)(=O)[O-])CCCS(=O)(=O)[O-] 6-[5-Carboxypentyl(3-sulfonatopropyl)amino]-1,1-dimethyl-3-oxo-2H-xanthen-4-sulfonat